ClC=1C=C(C=NC1N1N=CC=N1)NC(=O)C=1C=NN(C1C(F)(F)F)C1=C2C=NNC2=CC=C1 N-(5-chloro-6-(2H-1,2,3-triazol-2-yl)pyridin-3-yl)-1-(1H-indazol-4-yl)-5-(trifluoromethyl)-1H-pyrazole-4-carboxamide